Cl.C(C=C)OC1CCNCC1 4-allyloxypiperidine hydrochloride